CC1(CCN(CC1)C(=O)OC(C)(C)C)N1N=NC(=C1C)[Si](C)(C)C tert-Butyl 4-methyl-4-(5-methyl-4-trimethylsilyl-triazol-1-yl)piperidine-1-carboxylate